C1(CCCCC1)(O)O cyclohexane-diol